2-(trimethylsilyl)ethoxy (methyl)-7H-purine-6-carboxylate CC1=NC(=C2NC=NC2=N1)C(=O)OOCC[Si](C)(C)C